2-chloro-N-methyl-6-(methylsulfanyl)pyridine-3-sulfonamide ClC1=NC(=CC=C1S(=O)(=O)NC)SC